ClC=1C=CC(=NC1C)C=O 5-chloro-6-methylpicolinaldehyde